5,8-dioxaspiro[3.4]octane-2-methanol C1C(CC12OCCO2)CO